(3R,4S)-dodecane-3,4-diol CC[C@H]([C@H](CCCCCCCC)O)O